methyl 2-(pyridin-4-yl)-1H-benzo[d]imidazole-4-carboxylate N1=CC=C(C=C1)C1=NC2=C(N1)C=CC=C2C(=O)OC